1-[3-(4-Bromo-2-isopropyl-2H-pyrazol-3-yl)-4-methoxyphenyl]-3-(3-chloro-4-fluorophenyl)-urea BrC1=C(N(N=C1)C(C)C)C=1C=C(C=CC1OC)NC(=O)NC1=CC(=C(C=C1)F)Cl